(-)-cis-6-(4-(1-(2-((tertButyldimethylsilyl)oxy)ethyl)-5-chloro-1H-indol-3-yl)piperidine-1-carbonyl)hexahydro-2H-pyrido[4,3-b][1,4]oxazin-3(4H)-one C(C)(C)(C)[Si](OCCN1C=C(C2=CC(=CC=C12)Cl)C1CCN(CC1)C(=O)N1C[C@@H]2[C@@H](OCC(N2)=O)CC1)(C)C